2-(6-(((1S,2S,3R,5S,6R)-2-fluoro-6-methoxy-1-methyl-8-azabicyclo[3.2.1]octan-3-yl)(methyl)amino)pyridazin-3-yl)-5-(1H-imidazol-1-yl)phenol F[C@@H]1[C@@]2(C[C@H]([C@H](C[C@H]1N(C1=CC=C(N=N1)C1=C(C=C(C=C1)N1C=NC=C1)O)C)N2)OC)C